CC1(OC2=C(C1)C=C(C(=C2)OCC2=CC=NC=C2)NC(=O)C=2C=NN1C2N=CC=C1)C N-(2,2-Dimethyl-6-(pyridin-4-ylmethoxy)-2,3-dihydrobenzofuran-5-yl)pyrazolo[1,5-a]pyrimidine-3-carboxamide